3-[1-(2,2,2-trifluoroethyl)pyrazolo[4,3-c]pyridin-6-yl]-1H-pyrazol-4-yl-4-azaspiro[2.5]octane-4-carboxamide FC(CN1N=CC=2C=NC(=CC21)C2=NNC=C2C2CC21N(CCCC1)C(=O)N)(F)F